[(2R,3S,4R,5R)-5-[6-chloro-5-cyano-4-(3,3-difluoropyrrolidin-1-yl)pyrrolo[2,3-b]pyridin-1-yl]-3,4-dihydroxy-tetrahydrofuran-2-yl]methoxymethylphosphonic acid ClC1=C(C(=C2C(=N1)N(C=C2)[C@H]2[C@@H]([C@@H]([C@H](O2)COCP(O)(O)=O)O)O)N2CC(CC2)(F)F)C#N